C(C1=CC=CC=C1)OC(C/C=N/NS(=O)(=O)C1=CC=C(C=C1)C)C1(CN(C1)C(=O)OC(C)(C)C)C=C tert-butyl 3-[(3E)-1-benzyloxy-3-(p-tolylsulfonylhydrazono)propyl]-3-vinyl-azetidine-1-carboxylate